C(C)(C)(C)N1CC=C(C=C1)NC(CC1=C(C=CC=C1)C(F)F)=O N-tert.-Butyl-4-[[2-[2-(difluoromethyl)phenyl]acetyl]amino]pyridin